methyl 3-bromo-4-[(2-chloro-5-fluorophenyl) (hydroxy) methyl]-5-fluoro-2-methylbenzoate BrC=1C(=C(C(=O)OC)C=C(C1C(O)C1=C(C=CC(=C1)F)Cl)F)C